CC1=C(C(=NN1)C1=CC=NC=C1)C1=CC(=C(C=C1)C1=CC(=CC=C1)S(=O)(=O)C)C 4-[5-methyl-4-[3-methyl-4-(3-methylsulfonylphenyl)phenyl]-1H-pyrazol-3-yl]pyridine